4-(4-(4-chlorophenyl)-4-oxoethylidenebutyryl)benzonitrile ClC1=CC=C(C=C1)C(CCC(=O)C1=CC=C(C#N)C=C1)=CC=O